1-(4-hydroxy-3-nitrophenyl)ethan-1-one OC1=C(C=C(C=C1)C(C)=O)[N+](=O)[O-]